2-(4-(2-fluoro-9-hydroxy-9-(trifluoromethyl)-9H-fluoren-4-yl)-1H-pyrazol-1-yl)-N'-(naphthalen-1-yl)propanehydrazide FC1=CC=2C(C3=CC=CC=C3C2C(=C1)C=1C=NN(C1)C(C(=O)NNC1=CC=CC2=CC=CC=C12)C)(C(F)(F)F)O